5-(hydroxymethyl)indolin-2-one OCC=1C=C2CC(NC2=CC1)=O